C[C@H]1C(=NNC(O1)=O)C1=CC(=C(C=C1)C=1C(=CC=CC1)C#N)C(F)(F)F 4'-[(6S)-6-Methyl-2-oxo-3,6-dihydro-2H-1,3,4-oxadiazin-5-yl]-2'-(trifluoromethyl)[1,1'-biphenyl]-2-carbonitril